Praseodymium-dysprosium-gadolinium [Gd].[Dy].[Pr]